5'-chloro-N-[2-(dimethylamino)ethyl]-7'-oxo-7',8'-dihydro-6'H-spiro[cyclohexane-1,9'-furo[2,3-f]quinazoline]-2'-carboxamide ClC=1C=C2C(=C3C4(NC(NC13)=O)CCCCC4)OC(=C2)C(=O)NCCN(C)C